4-amino-3,5-dichloro-6-(4-chloro-1H-pyrrolo[2,3-b]pyridin-1-yl)pyridine-2-carbonitrile NC1=C(C(=NC(=C1Cl)N1C=CC=2C1=NC=CC2Cl)C#N)Cl